N-(3-methoxy-4-piperazin-1-yl-phenyl)-4-(1,2,3,6-tetrahydro-pyridin-4-yl)-benzamide COC=1C=C(C=CC1N1CCNCC1)NC(C1=CC=C(C=C1)C=1CCNCC1)=O